2-[(2,6-difluoro-4-pyridyl)-(2-isopropoxypropanoyl)amino]-N-(2,2-dimethylcyclobutyl)-5-methyl-thiazole-4-carboxamide FC1=NC(=CC(=C1)N(C=1SC(=C(N1)C(=O)NC1C(CC1)(C)C)C)C(C(C)OC(C)C)=O)F